(R)-5-methyl-8-(4-(5-methylbenzo[d]oxazol-2-yl)piperidin-1-yl)-6-oxo-3-((tetrahydrofuran-3-yl)oxy)-5,6-dihydro-1,5-naphthyridine-2-carbonitrile CN1C=2C=C(C(=NC2C(=CC1=O)N1CCC(CC1)C=1OC2=C(N1)C=C(C=C2)C)C#N)O[C@H]2COCC2